3-cyclopropyl-5-(2-methylpyridin-3-ylmethyl)-4-oxo-4,5,6,7-tetrahydropyrazolo[1,5-a]pyrazine-2-carboxylic acid (5-isopropyl[1,3,4]thiadiazol-2-yl)amide C(C)(C)C1=NN=C(S1)NC(=O)C1=NN2C(C(N(CC2)CC=2C(=NC=CC2)C)=O)=C1C1CC1